[Si](C)(C)(C(C)(C)C)OCCCCN1CCC2(CCN(CC2)C(CCO)CCO)CC1 3-(9-(4-((tert-butyldimethylsilyl)oxy)butyl)-3,9-diazaspiro[5.5]undecane-3-yl)pentane-1,5-diol